ClC1=CC=C(C=C1)C1N=C(N(C1C1=CC=C(C=C1)Cl)C(=O)N1CC(NCC1)=O)C1=C(C=C(C=C1)OC)OC(C)C (±)-[4-[4,5-Bis(4-chlorophenyl)-2-(2-isopropoxy-4-methoxy-phenyl)-4,5-dihydro-imidazole-1-carbonyl]-piperazin-2-one]